(±)-(2-isopropoxy-1-(3-(trifluoromethyl)phenyl)ethyl)carbamic acid tert-butyl ester C(C)(C)(C)OC(N[C@@H](COC(C)C)C1=CC(=CC=C1)C(F)(F)F)=O |r|